C1(=CC=C(C=C1)N(C1=CC=C(C=C1)C=1C(=CC=C(C1)C1=CC=CC=C1)C1=CC=CC=C1)C1=CC=C(C=C1)C1=CC(=CC2=CC=CC=C12)C1=CC=CC=C1)C1=CC=CC=C1 N-([1,1'-biphenyl]-4-yl)-5'-phenyl-N-(4-(3-phenylnaphthalen-1-yl)phenyl)-[1,1':2',1''-terphenyl]-4-amine